C(C)(C)(C)C1=C(C(=C(CN2C(N(C(N(C2=O)CC2=C(C(=C(C=C2C)C(C)(C)C)O)C)=O)CC2=C(C(=C(C=C2C)C(C)(C)C)O)C)=O)C(=C1)C)C)O 1,3,5-tris(4-t-butyl-3-hydroxy-2,6-dimethylbenzyl)-1,3,5-triazin-2,4,6(1H,3H,5H)-trione